ClC1=C(C(=NN1C1=CC(=CC=C1)F)C(F)F)CSC1=NOC(C1)(C)CC 3-(((5-chloro-3-(difluoromethyl)-1-(3-fluorophenyl)-1H-pyrazol-4-yl)methyl)thio)-5-ethyl-5-methyl-4,5-dihydroisoxazole